((3R,4S)-1-benzyl-3,4-dimethylpyrrolidine-3,4-diyl)dimethanol C(C1=CC=CC=C1)N1C[C@]([C@](C1)(C)CO)(C)CO